ClC1=C(C(=O)C2=CNC=3N=CN=C(C32)NC3CCN(CC3)CCCN3CCN(CC3)C=3C=C2C(N(C(C2=CC3)=O)C3C(NC(CC3)=O)=O)=O)C=CC(=C1)OC1=CC=CC=C1 5-(4-(3-(4-((5-(2-chloro-4-phenoxybenzoyl)-7H-pyrrolo[2,3-d]pyrimidin-4-yl)amino)piperidin-1-yl)propyl)piperazin-1-yl)-2-(2,6-dioxopiperidin-3-yl)isoindoline-1,3-dione